2-(difluoromethyl)-5-(6-((4-(isoindolin-4-yl)-1H-1,2,3-triazol-1-yl)methyl)pyridin-3-yl)-1,3,4-oxadiazole FC(C=1OC(=NN1)C=1C=NC(=CC1)CN1N=NC(=C1)C1=C2CNCC2=CC=C1)F